tert-butyl 4-(((5-bromo-1-oxo-1,3-dihydroisobenzofuran-4-yl)oxy)methyl)-4-hydroxypiperidine-1-carboxylate BrC=1C(=C2COC(C2=CC1)=O)OCC1(CCN(CC1)C(=O)OC(C)(C)C)O